2-[4-[3-(4-Hydroxy-3-nitrophenyl)prop-2-enoyl]phenoxy]-N,N-dimethylacetamide OC1=C(C=C(C=C1)C=CC(=O)C1=CC=C(OCC(=O)N(C)C)C=C1)[N+](=O)[O-]